Cl.FC=1C=C(C=C(C1O)C=O)NC(=O)C=1N=C(SC1)N1CCCCC1 N-(3-fluoro-5-formyl-4-hydroxyphenyl)-2-(piperidin-1-yl)thiazole-4-carboxamide hydrochloride